butanediol bis(4-mercaptopentanoate) SC(CCC(=O)OC(CCC)OC(CCC(C)S)=O)C